dimethyl-octadecyl-(3-trimethoxysilyl-propyl)-ammonium chloride [Cl-].C[N+](CCC[Si](OC)(OC)OC)(CCCCCCCCCCCCCCCCCC)C